C(CCCCCCC)OCCCNCCCOCCCCCCCC di(octyloxypropyl)amine